dodecyl-glycidyl-dimethyl-ammonium chloride [Cl-].C(CCCCCCCCCCC)[N+](C)(C)CC1CO1